C(#N)C1=CC(=C(COC2=CC=CC(=N2)C2=CC=C(C=3CCOC32)C(C)C3=NC2=C(N3C[C@H]3OCC3)C=C(C=C2)C(=O)OC)C=C1)F methyl 2-(1-(7-(6-((4-cyano-2-fluorobenzyl)oxy)pyridin-2-yl)-2,3-dihydrobenzofuran-4-yl)ethyl)-1-(((S)-oxetan-2-yl)methyl)-1H-benzo[d]imidazole-6-carboxylate